CC1SC=CC=C1 methyl-thiainine